FC=1C=NC(=NC1)SC 5-fluoro-2-(methylthio)pyrimidine